5-(4-bromo-3-chlorophenoxy)-N-((4,5-dichlorothiophen-2-yl)sulfonyl)-1H-indole-2-carboxamide BrC1=C(C=C(OC=2C=C3C=C(NC3=CC2)C(=O)NS(=O)(=O)C=2SC(=C(C2)Cl)Cl)C=C1)Cl